C(#N)C(CCC(=O)OCC1=C(C=CC(=C1)OCC#C)[N+](=O)[O-])(C)SC(=S)C1=CC=CC=C1 2-nitro-5-(2-propynyloxy)benzyl 4-cyano-4-(phenyl-carbonothioylthio)pentanoate